bis(4-(diphenylsulfonio)-phenyl)sulfide C1(=CC=CC=C1)[S+](C1=CC=C(C=C1)SC1=CC=C(C=C1)[S+](C1=CC=CC=C1)C1=CC=CC=C1)C1=CC=CC=C1